N1(N=NC=C1)CCC(=O)N1CC(=CCC1)C1=CC(=C2C=C(NC2=C1F)C(=O)OC)Cl methyl 6-(1-(3-(1H-1,2,3-triazol-1-yl)propanoyl)-1,2,5,6-tetrahydropyridin-3-yl)-4-chloro-7-fluoro-1H-indole-2-carboxylate